ClC1=C(OC2CC3C(CN(C3)C)C2)C=CC(=C1)[N+](=O)[O-] 5-(2-chloro-4-nitrophenoxy)-2-methyloctahydrocyclopenta[c]pyrrole